NC1=NC=2C=CC(=CC2C2=C1CCO2)C(=O)N(CC2=NC=C(C=C2)C(F)(F)F)[C@H](C)C2=NC=CC=N2 4-amino-N-[(1R)-1-pyrimidin-2-ylethyl]-N-[[5-(trifluoromethyl)-2-pyridyl]methyl]-2,3-dihydrofuro[3,2-c]quinoline-8-carboxamide